[I-].NCC1=[N+](C2=C(N1CC)C=C(C=C2)OCCNC(=O)OC(C)(C)C)CC 2-(aminomethyl)-6-(2-{[(tert-butoxy)carbonyl]amino}ethoxy)-1,3-diethyl-1H-1,3-benzodiazol-3-ium iodide